NC(CC=1C2=C(SC1C(CCC(=O)O)=O)C=CC=C2)=O 4-(3-(2-amino-2-oxoethyl)benzo[b]thiophen-2-yl)-4-oxobutanoic acid